C(C1=CC=CC=C1)P(OC1=C(C(=CC(=C1)CCCCC)O)C1=C(C=CC(=C1)C)C(=C)C)(OC)=O 6-hydroxy-5'-methyl-4-pentyl-2'-(prop-1-en-2-yl)-[1,1'-biphenyl]-2-yl methyl benzylphosphonate